2-(prop-1-yn-1-yl)quinoline-6-carbaldehyde C(#CC)C1=NC2=CC=C(C=C2C=C1)C=O